(S)-(4-(5,7-difluorobenzo[d]oxazol-2-yl)-6,7-dihydro-1H-imidazo[4,5-c]pyridin-5(4H)-yl)(5-(pyridin-2-yl)-1,3,4-oxadiazol-2-yl)methanone FC=1C=C(C2=C(N=C(O2)[C@H]2N(CCC3=C2N=CN3)C(=O)C=3OC(=NN3)C3=NC=CC=C3)C1)F